NC=1C=CSC1 4-Aminothiophene